C(CCCCCCCCCCCCC)CC(C(=O)O)(N)C myristyl-methyl-aminopropionic acid